C1(=CC=CC=C1)S(=O)(=O)N1C=C(C=C1)S(=O)(=O)NC1=C(C=C(C=C1)C#N)F 1-(benzenesulfonyl)-N-(4-cyano-2-fluorophenyl)pyrrole-3-sulfonamide